C(C)(C)(C)OC(N(CCC(NCCCNC1=C2C=NN(C2=CC(=C1)C1=NNN=C1)C1OCCCC1)=O)CC1=CC(=C(C=C1)C1=CC=CC=C1)Cl)=O tert-butyl((2-chloro-[1,1'-biphenyl]-4-yl)methyl)(3-oxo-3-((3-((1-(tetrahydro-2H-pyran-2-yl)-6-(2H-1,2,3-triazol-4-yl)-1H-indazol-4-yl)amino)propyl)amino)propyl)carbamate